P(O)(=O)(OP(=O)(O)OP(=O)(O)O)OC[C@@H]1[C@H]([C@H]([C@@H](O1)N1C(=O)N=C(NC(C)=O)C=C1)OC)O 2'-O-methyl-N4-acetyl-cytidine triphosphate